CC1(CN(C2=CC=C(C=C12)Cl)C(CC)=O)CCC#N 3-(3-methyl-1-propionyl-5-chloroindolin-3-yl)propionitrile